BrC=1C=C2C(=NC1)C(C(N2CC(F)(F)F)=O)(C)C 6-bromo-3,3-dimethyl-1-(2,2,2-trifluoroethyl)pyrrolo[3,2-b]pyridin-2-one